2-((2-methyl-6-(perfluoroethyl)pyridin-3-yl)sulfonyl)-2,6-diazaspiro[3.3]heptane 2,2,2-trifluoroacetate FC(C(=O)O)(F)F.CC1=NC(=CC=C1S(=O)(=O)N1CC2(C1)CNC2)C(C(F)(F)F)(F)F